5-(2-oxohexahydro-1H-thieno[3,4-d]imidazole-4-yl)pentanic acid O=C1NC2C(N1)CSC2CCCCC(=O)O